[1-(difluoromethyl)cyclobutyl][(2S,5S)-2,3-dihydro-2,5-methano-1,4-benzoxazepin-4(5H)-yl]methanone FC(C1(CCC1)C(=O)N1C[C@H]2OC3=C([C@@H]1C2)C=CC=C3)F